OC(CNCCCNCCO)O dihydroxyethylaminopropyl-hydroxyethyl-amine